ethyl 2-methylene-5-oxotetrahydro-1H-pyrrolizin-7a(5H)-carboxylate C=C1CC2(CCC(N2C1)=O)C(=O)OCC